18-Docosenoic acid C(CCCCCCCCCCCCCCCCC=CCCC)(=O)O